The molecule is a hydrate that is the pentahydrate of ceftazidime, a cephalosporin having 7beta-[(2Z)-2-(2-amino-1,3-thiazol-4-yl)-2-{[(2-carboxypropan-2-yl)oxy]imino}acetyl]amino and 3-pyridinium-1-ylmethyl side-groups. It contains a ceftazidime. CC(C)(C(=O)O)O/N=C(/C1=CSC(=N1)N)\\C(=O)N[C@H]2[C@@H]3N(C2=O)C(=C(CS3)C[N+]4=CC=CC=C4)C(=O)[O-].O.O.O.O.O